CC1=NC(=CC=C1N[C@H](C)C=1C=C(C=C2C(C(=C(OC12)SCC)C)=O)C)C 8-[(1R)-1-[(2,6-Dimethyl-3-pyridyl)amino]ethyl]-2-ethylsulfanyl-3,6-dimethyl-chromen-4-one